4-(5-Methyloxazol-2-yl)benzene-1,2-diol CC1=CN=C(O1)C=1C=C(C(=CC1)O)O